FC(C(C(F)(F)F)(C(F)(F)F)O)(F)F perfluoro-tertiary butanol